Oxaborepine O1B=CC=CC=C1